NC1=C(C(=NN1)Br)C#N 5-amino-3-bromo-1H-pyrazole-4-carbonitrile